NC1=NC(=C(C=C1C=1C=C2C3(CNC(C2=CC1)=O)CC3)C3=CC=C(C=C3)N3CCN(CC3)C(C)C)F 6'-(2-amino-6-fluoro-5-(4-(4-isopropylpiperazin-1-yl)phenyl)pyridin-3-yl)-2',3'-dihydro-1'H-spiro[cyclopropane-1,4'-isoquinolin]-1'-one